platinum(II) {[bis(biphenylyl)pyridinyl]propane} C1(=C(C=CC=C1)C1=C(C(=NC=C1)CCC)C1=C(C=CC=C1)C1=CC=CC=C1)C1=CC=CC=C1.[Pt+2]